2-(3-((S)-3-(5-(trifluoromethyl)pyridin-2-yloxy)pyrrolidin-1-yl)cyclohexa-2,4-dienyl)thiazol-4-ol FC(C=1C=CC(=NC1)O[C@@H]1CN(CC1)C1=CC(CC=C1)C=1SC=C(N1)O)(F)F